4-cyclopropyl-N-(1-(4-(methylsulfonyl)phenyl)piperidin-4-yl)-N-(6-(trifluoromethyl)pyridin-3-yl)pyridin-3-amine C1(CC1)C1=C(C=NC=C1)N(C=1C=NC(=CC1)C(F)(F)F)C1CCN(CC1)C1=CC=C(C=C1)S(=O)(=O)C